NC1=NC(=C2NC(=NC2=N1)CC)S(=O)(=O)C 2-amino-6-methylsulfonyl-(ethyl)purine